1-Methyl-N-{5-[2,4,6-trifluoro-3-(prop-2-yloxy)phenyl]-1H-indazol-3-yl}piperidine-4-carboxamide hydrochloride Cl.CN1CCC(CC1)C(=O)NC1=NNC2=CC=C(C=C12)C1=C(C(=C(C=C1F)F)OC(C)C)F